COC=1N=CC(=NC1)CC(=O)NC1=NNC(=C1)[C@@H]1C[C@@H](CC1)N(C(O)=O)[C@@H](C)CC.CC1=NC=C(C=C1)C=1N(C=CC1)C (S)-2-methyl-5-(1-methylpyrrole-2-yl)pyridine (1R,3S)-3-(3-{[(5-methoxypyrazin-2-yl)acetyl]amino}-1H-pyrazol-5-yl)cyclopentyl-(2S)-butan-2-ylcarbamate